C(\C=C\C=C\C)(=O)[O-] sorbate